3-(1-(dicyclobutylmethyl)-5-(3,5-dimethylisoxazol-4-yl)-1H-pyrrolo[2,3-b]pyridin-3-yl)benzoic acid C1(CCC1)C(N1C=C(C=2C1=NC=C(C2)C=2C(=NOC2C)C)C=2C=C(C(=O)O)C=CC2)C2CCC2